CN(C(C1=CC=CC=C1)=O)C1=C(C=CC=C1)Br N-methyl-N-(2-bromophenyl)benzamide